2,4,6-trinitro-3,5-diazidoanisole [N+](=O)([O-])C1=C(C(=C(C(=C1N=[N+]=[N-])[N+](=O)[O-])N=[N+]=[N-])[N+](=O)[O-])OC